ClC1=C2C(=NC=C1)NC(=C2C=2C=CC(=C(C2)NC(C=C)=O)C)C2=CC(=CC=C2)OCCN(C)C N-(5-(4-chloro-2-(3-(2-(dimethylamino)ethoxy)phenyl)-1H-pyrrolo[2,3-b]pyridin-3-yl)-2-methylphenyl)acrylamide